(1aR,5aR)-2-(4-Bromo-pyridin-2-yl)-1a,2,5,5a-tetrahydro-1H-2,3-diaza-cyclopropa[a]pentalene-4-carboxylic acid (cyano-dimethyl-methyl)-amide C(#N)C(C)(C)NC(=O)C=1C=2C[C@@H]3[C@H](C2N(N1)C1=NC=CC(=C1)Br)C3